C(C)[C@]1(C(OCC=2C(N3CC=4C(=NC=5C=CC(=C(C5C4)CNC(CO)=O)O)C3=CC21)=O)=O)O (S)-N-((4-ethyl-4,9-dihydroxy-3,14-dioxo-3,4,12,14-tetrahydro-1H-pyrano[3',4':6,7]indolizino[1,2-b]quinolin-10-yl)methyl)-2-hydroxyacetamide